(E)-5-hydroxy-3-(pyrrolidin-1-yl)-5-(trifluoromethyl)hex-2-enedioic acid diethyl ester C(C)OC(\C=C(/CC(C(=O)OCC)(C(F)(F)F)O)\N1CCCC1)=O